2-(ethoxysulfonylphenyl)ethyltrimethoxysilane C(C)OS(=O)(=O)C1=C(C=CC=C1)CC[Si](OC)(OC)OC